[Zn].C(\C=C\C(=O)O)(=O)OCC ethyl hydrogen fumarate zinc salt